tert-butyl (6aR)-3-(2-((tert-butoxycarbonyl)oxy)-6-fluorophenyl)-4-chloro-1-fluoro-12-oxo-6a,7,9,10-tetrahydro-12H-pyrazino[2,1-c]pyrido[3,4-f][1,4]oxazepine-8(6H)-carboxylate C(C)(C)(C)OC(=O)OC1=C(C(=CC=C1)F)C1=C(C2=C(C(N3[C@@H](CO2)CN(CC3)C(=O)OC(C)(C)C)=O)C(=N1)F)Cl